BrC=1C=C2C(C(NC2=CC1)=O)=NN=C1SCC(N1C1=CC(=CC=C1)C(F)(F)F)=O 5-bromo-3-(2-(3-(3-trifluoromethylphenyl)-4-oxothiazolidin-2-ylidene)hydrazono)-1H-indol-2-one